Methyl (S,E)-5'-(3-(4-((tert-butoxycarbonyl)(methyl)amino)butoxy)prop-1-en-1-yl)-2'-oxo-1',2',5,7-tetrahydrospiro[cyclopenta[b]pyridine-6,3'-pyrrolo[2,3-b]pyridine]-3-carboxylate C(C)(C)(C)OC(=O)N(CCCCOC/C=C/C=1C=C2C(=NC1)NC([C@]21CC=2C(=NC=C(C2)C(=O)OC)C1)=O)C